ClC1=C(C=NN1)C1=CC2=C(C=N1)C(=CN2CC(C)(C)O)C(=O)C2COC1=CC=C(C=C1C2)OC [6-(5-Chloro-1H-pyrazol-4-yl)-1-(2-hydroxy-2-methyl-propyl)pyrrolo[3,2-c]pyridin-3-yl]-(6-methoxychroman-3-yl)methanone